C(C1=CC=CC=C1)[C@@]1(NCCC1)C(=O)O α-benzyl-L-proline